N-ethyl-4-{[4-{[3-(methylsulfonyl)benzyl]amino}-5-(trifluoromethyl)pyrimidin-2-yl]amino}benzamide C(C)NC(C1=CC=C(C=C1)NC1=NC=C(C(=N1)NCC1=CC(=CC=C1)S(=O)(=O)C)C(F)(F)F)=O